OC1CCN(CC1)[C@@H]1CN(CCC1)C(=O)OCC1=CC=CC=C1 Benzyl (3S)-3-(4-hydroxy-1-piperidyl)piperidine-1-carboxylate